N-(2-(4-methylpiperazin-1-yl)ethyl)-4-(quinazolin-2-ylamino)-1H-pyrrole-2-carboxamide CN1CCN(CC1)CCNC(=O)C=1NC=C(C1)NC1=NC2=CC=CC=C2C=N1